tert-butyl (3R,4S)-4-[1-[1-(2,6-dioxo-3-piperidyl)-3-methyl-2-oxo-benzimidazol-4-yl] azetidin-3-yl]oxy-3-fluoro-piperidine-1-carboxylate O=C1NC(CCC1N1C(N(C2=C1C=CC=C2N2CC(C2)O[C@@H]2[C@@H](CN(CC2)C(=O)OC(C)(C)C)F)C)=O)=O